C12CC(CC2C1)C(C(=O)N[C@@H](C[C@H]1C(NCC1)=O)C#N)NC(OC(C)(C)C)=O tert-butyl N-[1-(3-bicyclo[3.1.0]hexanyl)-2-[[(1S)-1-cyano-2-[(3S)-2-oxopyrrolidin-3-yl]ethyl]amino]-2-oxo-ethyl]carbamate